C(C)(C)(C)C=1C(=C(C2=C(OC3=C2CCCC3)C1)C=O)OCOC 3-(tert-butyl)-2-(methoxymethoxy)-6,7,8,9-tetrahydrodibenzo[b,d]furan-1-carbaldehyde